N-(trans-4-(2-(4-(4-(4-fluorophenyl)-6-morpholinopyridin-2-yl)piperazin-1-yl)ethyl)cyclohexyl)nicotinamide FC1=CC=C(C=C1)C1=CC(=NC(=C1)N1CCOCC1)N1CCN(CC1)CC[C@@H]1CC[C@H](CC1)NC(C1=CN=CC=C1)=O